CC1CC2(CCN1C(=O)OC(C)(C)C)C=CC(CC2)=O tert-butyl 2-methyl-9-oxo-3-azaspiro[5.5]undec-7-ene-3-carboxylate